6-(2,4-Dimethoxypyrimidin-5-yl)-4-[3-[2-(1-piperidinyl)ethoxy]pyrrolidin-1-yl]pyrrolo[2,1-f][1,2,4]triazine COC1=NC=C(C(=N1)OC)C=1C=C2C(=NC=NN2C1)N1CC(CC1)OCCN1CCCCC1